C(=O)O.N[C@H](C(=O)NCCNC(C1=C(C=C(C=C1)NC=1C=2N(C=CN1)C(=CN2)C2=C(C(=C(C=C2)OC)F)F)CC)=O)CCCNC=2NCCN2 N-[2-[[(2S)-2-amino-5-(4,5-dihydro-1H-imidazol-2-ylamino)pentanoyl]amino]ethyl]-4-[[3-(2,3-difluoro-4-methoxyphenyl)imidazo[1,2-a]pyrazin-8-yl]amino]-2-ethyl-benzamide formate